CN1[C@@H](CN(CC1)C=1C=2C(N=CN1)=NN(C2)C2=CC=C(C=C2)C)C(=O)NCC2=CC=C(C=C2)SC (S)-1-methyl-N-(4-(methylthio)benzyl)-4-(2-(p-tolyl)-2H-pyrazolo[3,4-d]pyrimidin-4-yl)piperazine-2-carboxamide